N1C[C@@H](CCC1)C1=CC=C(C=C1)C1C(NC(CC1)=O)=O 3-(4-((S)-piperidin-3-yl)phenyl)piperidine-2,6-dione